(2S,4R)-4-hydroxy-N-[(1S)-1-[4-(4-methyl-1,3-thiazol-5-yl)phenyl]propyl]-1-[(2R)-3-methyl-2-(3-methyl-1,2-oxazol-5-yl)butanoyl]pyrrolidine-2-carboxamide O[C@@H]1C[C@H](N(C1)C([C@H](C(C)C)C1=CC(=NO1)C)=O)C(=O)N[C@@H](CC)C1=CC=C(C=C1)C1=C(N=CS1)C